The molecule is a dipeptide composed of L-leucine and L-asparagine joined by a peptide linkage. It has a role as a metabolite. It derives from a L-leucine and a L-asparagine. CC(C)C[C@@H](C(=O)N[C@@H](CC(=O)N)C(=O)O)N